4,4,4-trifluorobutan-2-yl (4-cyclobutyl-3-(3,3-difluorocyclobutyl)-1-methyl-1H-pyrazol-5-yl)carbamate C1(CCC1)C=1C(=NN(C1NC(OC(C)CC(F)(F)F)=O)C)C1CC(C1)(F)F